C1CNCCC12OC1(CCCCCCCCCCC1)N(C2)CCC(=O)O 7-oxa-3,20-diazadispiro[5.1.11.2]heneicosane-20-propanoic acid